BrC1=CC(=C(C=C1)C1CCN(CC1)C)C 4-(4-bromo-2-methylphenyl)-1-methylpiperidine